(S)-3-benzyl-5-(1-(4-iodophenyl)ethyl)-2-methyl-5,6-dihydropyrrolo[3,4-c]pyrazol-4(2H)-one C(C1=CC=CC=C1)C1=C2C(=NN1C)CN(C2=O)[C@@H](C)C2=CC=C(C=C2)I